tert-Butyl 4-cyano-9H-carbazole-9-carboxylate C(#N)C1=CC=CC=2N(C3=CC=CC=C3C12)C(=O)OC(C)(C)C